((1R,3r)-3-(2-((R)-1-aminoethyl)-4-fluorophenoxy)cyclobutyl)carbamic acid tert-butyl ester C(C)(C)(C)OC(NC1CC(C1)OC1=C(C=C(C=C1)F)[C@@H](C)N)=O